The molecule is a member of the class of quinolones that is the amide obtained from formal condensation of the carboxy group of 1-allyl-4-hydroxy-2-oxo-1,2-dihydroquinoline-3-carboxylic acid with the amino group of 2-amino-1,3-thiazole. It is a member of 1,3-thiazoles, a monocarboxylic acid amide, a monohydroxyquinoline, a quinolone and an olefinic compound. C=CCN1C2=CC=CC=C2C(=C(C1=O)C(=O)NC3=NC=CS3)O